tert-butyl 3-(5-spiro[3.3]heptan-2-ylpyrazin-2-yl)azetidine-1-carboxylate C1C(CC12CCC2)C=2N=CC(=NC2)C2CN(C2)C(=O)OC(C)(C)C